N-(3-(2-(3,3-difluoro-8-azabicyclo[3.2.1]octan-8-yl)-5-(2-((2,2-dioxido-2-thiaspiro[3.3]heptan-6-yl)amino)pyrimidin-4-yl)thiazol-4-yl)-2-fluorophenyl)-2,6-difluorobenzenesulfonamide FC1(CC2CCC(C1)N2C=2SC(=C(N2)C=2C(=C(C=CC2)NS(=O)(=O)C2=C(C=CC=C2F)F)F)C2=NC(=NC=C2)NC2CC1(CS(C1)(=O)=O)C2)F